ClC1=NC=C(C(=N1)C=1N(C=CC1)C(=O)OC(C)(C)C)OC tert-butyl 2-(2-chloro-5-methoxy-pyrimidin-4-yl)pyrrole-1-carboxylate